5-(bromomethyl)-2-(1H-1,2,3-triazol-1-yl)pyridineyl-2-(1H-1,2,3-triazol-1-yl)pyridine BrCC=1C=C(C(=NC1)N1N=NC=C1)C=1C(=NC=CC1)N1N=NC=C1